2-phenylpropan-2-ol C1(=CC=CC=C1)C(C)(C)O